C(C)OC(=O)C1=C(N=C(S1)NC1=NC(=CC(=N1)NCC1=C(C=CC=C1C)C)N1CCNCC1)C 2-[[4-[[(2,6-Dimethylphenyl)methyl]amino]-6-(1-piperazinyl)-2-pyrimidinyl]amino]-4-methyl-5-thiazolecarboxylic acid ethyl ester